Ethylanilinoethanol C(C)C(C)(O)NC1=CC=CC=C1